(S)-2-azido-3-(octadecyloxy)propan-1-ol Sodium azide [N-]=[N+]=[N-].[Na+].N(=[N+]=[N-])[C@@H](CO)COCCCCCCCCCCCCCCCCCC